1-(2-Chloro-5-(9-(piperazin-1-ylmethyl)-3-azaspiro[5.5]undecan-3-carbonyl)phenyl)dihydropyrimidine-2,4(1H,3H)-dione ClC1=C(C=C(C=C1)C(=O)N1CCC2(CC1)CCC(CC2)CN2CCNCC2)N2C(NC(CC2)=O)=O